N1=C(N=CC=C1)C=1C=C(C=NC1)C#CC1=C(C(=O)N)C=CC=C1 [5-(pyrimidin-2-yl)pyridin-3-yl]Ethynyl-benzamide